N12NNCC=C2CCCC1 Triazabicyclo[4.4.0]dec-5-en